2-isopropyl-9,9-dimethyl-9H-thioxanthene-10-oxide C(C)(C)C1=CC=2C(C3=CC=CC=C3S(C2C=C1)=O)(C)C